C(C)(=O)NC1=CC=C(C=C1)C1=NC2=C(N1C(C(=O)NC1CCCCC1)C1CCCCC1)C=CC=C2 2-[2-(4-acetylamino-phenyl)-benzimidazol-1-yl]-2,N-dicyclohexyl-acetamide